4-((((1S,2R)-2-((2-(2,6-dioxopiperidin-3-yl)-1-oxoisoindolin-5-yl)oxy)cyclohexyl)amino)methyl)benzonitrile O=C1NC(CCC1N1C(C2=CC=C(C=C2C1)O[C@H]1[C@H](CCCC1)NCC1=CC=C(C#N)C=C1)=O)=O